Oleyl ether sulfate sodium salt [Na+].S(=O)(=O)([O-])[O-].C(CCCCCCC\C=C/CCCCCCCC)OCCCCCCCC\C=C/CCCCCCCC.[Na+]